(3-fluoro-azetidin-3-yl)methanol FC1(CNC1)CO